caprylyl-propylene glycol caprylate C(CCCCCCC)(=O)O.C(CCCCCCC)(=O)C(C(C)O)O